(S)-N-(4-Cyano-3-(trifluoromethyl)phenyl)-3-(4-fluoro-1H-pyrazol-1-yl)-2-hydroxy-2-methylpropanamide oxalate C(C(=O)O)(=O)O.C(#N)C1=C(C=C(C=C1)NC([C@@](CN1N=CC(=C1)F)(C)O)=O)C(F)(F)F